N-(2-methyl-4-(5-(piperazin-1-yl)pyrimidin-4-yl)benzyl)-3-(1-methylcyclopropyl)-1,2,4-oxadiazole-5-carboxamide hydrochloride Cl.CC1=C(CNC(=O)C2=NC(=NO2)C2(CC2)C)C=CC(=C1)C1=NC=NC=C1N1CCNCC1